C1(CC1)C=1N=NN(C1)[C@H](C(=O)N1[C@@H](C[C@H](C1)O)C(=O)NC1CCCC=2C=NN(C12)CCOC)C(C)(C)C (2S,4r)-1-[(2S)-2-(4-cyclopropyl-triazol-1-yl)-3,3-dimethyl-butyryl]-4-hydroxy-N-[1-(2-methoxyethyl)-4,5,6,7-tetrahydroindazol-7-yl]pyrrolidine-2-carboxamide